Zinc bis(trifluoromethane)sulfonimide [N-](S(=O)(=O)C(F)(F)F)S(=O)(=O)C(F)(F)F.[Zn+2].[N-](S(=O)(=O)C(F)(F)F)S(=O)(=O)C(F)(F)F